N-[(1S)-2-[[(1S)-2-amino-1-[(5-methyl-2-oxo-indolin-3-yl)methyl]-2-oxo-ethyl]amino]-1-(cyclopropylmethyl)-2-oxo-ethyl]-4-methoxy-1H-indole-2-carboxamide NC([C@H](CC1C(NC2=CC=C(C=C12)C)=O)NC([C@H](CC1CC1)NC(=O)C=1NC2=CC=CC(=C2C1)OC)=O)=O